5,7-dimethoxy-2-(p-tolyl)-flavanone COC1=C2C(CC(OC2=CC(=C1)OC)(C1=CC=CC=C1)C1=CC=C(C=C1)C)=O